tert-butyl (2-(4-methyl-3-(methyl(1-(naphthalen-1-yl)cyclopropyl)carbamoyl) phenoxy)ethyl)carbamate CC1=C(C=C(OCCNC(OC(C)(C)C)=O)C=C1)C(N(C1(CC1)C1=CC=CC2=CC=CC=C12)C)=O